C(C)C1(CCN(CC1)C1=CC=C(C=C1)N1N=CC2=CC(=C(C(=C12)F)O)F)C 1-(4-(4-Ethyl-4-methylpiperidin-1-yl)phenyl)-5,7-difluoro-1H-indazol-6-ol